dodecanedioic acid triethanolamine salt N(CCO)(CCO)CCO.C(CCCCCCCCCCC(=O)O)(=O)O